ClC=1C=C2C=NN(C2=CC1N1C[C@H]2CC[C@@H](C1)C2(O)C=2C(=NC=CC2)C)C=2C=NN(C2)C2CC2 (1R,5S)-3-[5-chloro-1-(1-cyclopropylpyrazol-4-yl)indazol-6-yl]-8-(2-methyl-3-pyridyl)-3-azabicyclo[3.2.1]octan-8-ol